2-butyl-1,2-dimethoxypropane C(CCC)C(COC)(C)OC